CC1(CC=NC2=CC=CC=C12)C 4,4-dimethyl-3,4-dihydroquinolin